tert-butyl (2S,4R)-4-[(5-fluoro-2-pyridyl)oxy]-2-methyl-pyrrolidine-1-carboxylate FC=1C=CC(=NC1)O[C@@H]1C[C@@H](N(C1)C(=O)OC(C)(C)C)C